bismuth oxygen selenium iron [Fe].[Se].[O].[Bi]